1-benzyl 3-methyl 3-methylazetidine-1,3-dicarboxylate CC1(CN(C1)C(=O)OCC1=CC=CC=C1)C(=O)OC